CS(=O)CCNC(=O)C=1C=NC2=C(C=CC=C2C1)C1=CCC(CC1)C(F)(F)F N-(2-(methylsulfinyl)ethyl)-8-(4-(trifluoromethyl)cyclohex-1-en-1-yl)quinoline-3-carboxamide